COC=1C(=CC=2OCCN(C2N1)C)C1=CC(=NC=C1C(=O)OC)C methyl 4-(6-methoxy-4-methyl-3,4-dihydro-2H-pyrido[3,2-b][1,4]oxazin-7-yl)-6-methylnicotinate